4-hydroxy-3-methylbenzylidenerhodanine OC1=C(C=C(C=C2C(NC(S2)=S)=O)C=C1)C